2-[(2S,5R)-2,5-Dimethylpyrrolidin-1-yl]-6-(2-fluoro-5-isobutoxyphenyl)-N-(1H-pyrazol-5-ylsulfonyl)pyridin-3-carboxamid C[C@@H]1N([C@@H](CC1)C)C1=NC(=CC=C1C(=O)NS(=O)(=O)C1=CC=NN1)C1=C(C=CC(=C1)OCC(C)C)F